BrC=1C=C(C=C(C1)Cl)NC(=O)NC1=C(C=CC(=C1)Cl)CO 1-(3-bromo-5-chlorophenyl)-3-(5-chloro-2-hydroxymethylphenyl)urea